[Rb].[Ba].Br[S] bromosulfur barium rubidium